[Br-].CC(=CCC1=C(C=CC=C1)P(C1=CC=CC=C1)C1=CC=CC=C1)C 3,3-dimethylallyl-triphenylphosphine bromide